The molecule is a citrate(1-) that is the conjugate acid of 2-(carboxymethyl)-2-hydroxysuccinate. It is a conjugate acid of a 2-(carboxymethyl)-2-hydroxysuccinate. It is a tautomer of a 3,4-dicarboxy-3-hydroxybutanoate. C(C(=O)O)C(CC(=O)O)(C(=O)[O-])O